(E)-5-Iodo-2-(4-(2-(pyridin-4-yl)vinyl)-[2,4'-bipyrimidin]-2'-yl)isoindoline IC=1C=C2CN(CC2=CC1)C1=NC=CC(=N1)C1=NC=CC(=N1)\C=C\C1=CC=NC=C1